C1(=CC=CC=C1)C=1C=NN(C1)C1=NC=2N(C(=C1)N1CCOCC1)N=C(C2)C=2C=NC=CC2 4-[5-(4-phenylpyrazol-1-yl)-2-(3-pyridinyl)pyrazolo[1,5-a]pyrimidin-7-yl]morpholine